6-bromo-chromone BrC=1C=C2C(C=COC2=CC1)=O